[H-].[Hf+4].[H-].[H-].[H-] Hafnium hydrid